5-(4-(3,3-difluoropropoxy)-2,3-difluorophenyl)-3-hydroxypyrrolidin-2-one FC(CCOC1=C(C(=C(C=C1)C1CC(C(N1)=O)O)F)F)F